FC1=C2C=C(NC2=C(C=C1)F)C(=O)N1[C@H]2CC([C@@H]([C@@H]1C(=O)N[C@@H](C[C@H]1C(NCC1)=O)\C=C(\S(=O)(=O)C)/F)CC2)(F)F (1R,3R,4R)-2-(4,7-difluoro-1H-indole-2-carbonyl)-5,5-difluoro-N-((S,E)-4-fluoro-4-(methylsulfonyl)-1-((S)-2-oxopyrrolidin-3-yl)but-3-en-2-yl)-2-azabicyclo[2.2.2]octane-3-carboxamide